CN(CC1=CN=C2C(=N1)C(=NC(=N2)N)N)C3=CC=C(C=C3)C(=O)O N10-Methyl-4-amino-4-deoxypteroic acid